1,3-dipropoxypropane C(CC)OCCCOCCC